4-hydroxypyrazol OC=1C=NNC1